N1(CCCCC1)C(=O)N1CCCCC1 piperidine-1-yl ketone